2-((4-methoxyphenyl)(phenyl)methyl)-4,6-dimethylaniline COC1=CC=C(C=C1)C(C1=C(N)C(=CC(=C1)C)C)C1=CC=CC=C1